tert-butyl-2-((2S,3R)-3-hydroxy-1-oxo-1-(pyrrolidin-1-yl)butan-2-yl)-1,6-dimethyl-3-oxo-2,5-diazaspiro[3.4]octane-5-carboxylate C(C)(C)(C)OC(=O)N1C2(C(N(C2C)[C@H](C(N2CCCC2)=O)[C@@H](C)O)=O)CCC1C